NCC(CN1N=CN(C1=O)C1=NC=CC(=C1)Br)=C(F)F 2-[2-(aminomethyl)-3,3-difluoro-allyl]-4-(4-bromo-2-pyridinyl)-1,2,4-triazol-3-one